C(C)S(=O)(=O)NC[C@@H]1CC[C@H](CC1)C(=O)N(C[C@@H]1CC[C@H](CC1)C1=CC(=C(C=C1)OC)C)C1=CC(=CC=C1)C=1C=NN(C1)C(C)C (trans)-4-(Ethylsulfonamidomethyl)-N-(3-(1-isopropyl-1H-pyrazol-4-yl)phenyl)-N-(((trans)-4-(4-methoxy-3-methylphenyl)cyclohexyl)methyl)cyclohexanecarboxamide